2-methoxy-7,8-dihydro-5H-spiro[quinoline-6,2'-[1,3]dioxolane] COC1=NC=2CCC3(OCCO3)CC2C=C1